COC(C(C1=NC=C(C=C1Cl)Br)N)=O 2-amino-2-(5-bromo-3-chloropyridin-2-yl)acetic acid methyl ester